(E)-3-(5-(4-((1-(4-(1-(4-hydroxyphenyl)-2-phenylbut-1-en-1-yl)phenyl)piperidin-4-yl)methyl)piperazin-1-yl)-1-oxoisoindolin-2-yl)piperidine-2,6-dione OC1=CC=C(C=C1)\C(=C(/CC)\C1=CC=CC=C1)\C1=CC=C(C=C1)N1CCC(CC1)CN1CCN(CC1)C=1C=C2CN(C(C2=CC1)=O)C1C(NC(CC1)=O)=O